1-(4-(3-((6-(trifluoromethyl)pyridin-3-yl)amino)pyrazin-2-yl)piperidin-1-yl)prop-2-en-1-one FC(C1=CC=C(C=N1)NC=1C(=NC=CN1)C1CCN(CC1)C(C=C)=O)(F)F